trans-1'-(4-((2,6-dioxopiperidin-3-yl)amino)-2-fluorophenyl)-N-(4-((5-fluoro-4-(3-morpholinophenyl)pyrimidin-2-yl)amino)cyclohexyl)-[1,4'-bipiperidine]-4-carboxamide O=C1NC(CCC1NC1=CC(=C(C=C1)N1CCC(CC1)N1CCC(CC1)C(=O)N[C@@H]1CC[C@H](CC1)NC1=NC=C(C(=N1)C1=CC(=CC=C1)N1CCOCC1)F)F)=O